C(C1=CC=CC=C1)OC(CCCC(=C)ON1CC=CC=C1)=O 1-((6-(benzyloxy)-6-oxohex-1-en-2-yl)oxy)pyridin